2-(p-butoxystyryl)-s-triazine C(CCC)OC1=CC=C(C=CC2=NC=NC=N2)C=C1